N'-propylsulfamide C(CC)NS(=O)(=O)N